2-[5-chloro-6-(3,3-difluoro-1-methyl-cyclopentyl)-2-methyl-3-pyridyl]-4-oxo-1H-1,6-naphthyridine-5-carboxamide ClC=1C=C(C(=NC1C1(CC(CC1)(F)F)C)C)C=1NC=2C=CN=C(C2C(C1)=O)C(=O)N